CN1OC[C@@H]2[C@H](O1)C1=CC(=CC=C1C2)C |r| (2RS,4aRS,9bSR)-2,8-dimethyl-4,4a,5,9b-tetrahydroindeno[1,2-d][1,3]dioxazine